2-(7-((2S,5R)-2,5-dimethyl-4-((S)-1-(quinoxalin-6-yl)ethyl)piperazin-1-yl)-6-methoxy-4-methyl-5-oxo-4,5-dihydro-2H-pyrazolo[4,3-b]pyridin-2-yl)acetonitrile C[C@@H]1N(C[C@H](N(C1)[C@@H](C)C=1C=C2N=CC=NC2=CC1)C)C=1C=2C(N(C(C1OC)=O)C)=CN(N2)CC#N